C(C)(=O)OC1=C2C(=CNC2=CC=C1)CC=C 3-allyl-1H-indol-4-yl acetate